O1C(CC1)C1=NC2=C(N1C)C=C(C=C2)C(=O)[O-] oxaCyclobutan-2-yl(methyl)-1H-benzo[d]imidazole-6-carboxylate